methyl (S)-2-((tert-butoxycarbonyl)amino)-3-methoxy-3-methylbutanoate C(C)(C)(C)OC(=O)N[C@H](C(=O)OC)C(C)(C)OC